dichloromethane lithium salt [Li].ClCCl